C(C)OC(=O)C1=NOC(=N1)COC 5-(methoxymethyl)1,2,4-oxadiazole-3-carboxylic acid ethyl ester